O1N=C(CC1)C=1C(=C(C(=O)O)C=CC1S(=O)(=O)C)C (4,5-dihydro-isoxazol-3-yl)-2-methyl-4-methylsulfonyl-benzoic acid